BrC1=C(C(=O)NNC2=NC=CC=N2)C=CC(=C1)/C(=C/C(C(F)(F)F)C1=CC(=C(C(=C1)Cl)Cl)Cl)/F (Z)-2-bromo-N'-(pyrimidin-2-yl)-4-(1,4,4,4-tetrafluoro-3-(3,4,5-trichlorophenyl)but-1-en-1-yl)benzoyl-hydrazine